6-(4-(1-(3-fluoro-4-(trifluoromethyl)phenyl)-3,3-dimethyl-2,3-dihydro-1H-pyrrolo[3,2-b]pyridine-5-carbonyl)-3,3-dimethylpiperazin-1-yl)-2,4-dimethylnicotinic acid FC=1C=C(C=CC1C(F)(F)F)N1CC(C2=NC(=CC=C21)C(=O)N2C(CN(CC2)C2=NC(=C(C(=O)O)C(=C2)C)C)(C)C)(C)C